4-(methylamino)-1-pyridin-3-yl-butan-1-one CNCCCC(=O)C=1C=NC=CC1